2-((2-((2-methoxy-4-(1-methyl-1H-pyrazol-4-yl)phenyl)amino)pyrido[3,4-d]pyrimidin-8-yl)amino)-2-methylpropan-1-ol COC1=C(C=CC(=C1)C=1C=NN(C1)C)NC=1N=CC2=C(N1)C(=NC=C2)NC(CO)(C)C